4-(3-Chloroanilino)-5',6'-dihydroxy-2'-[(2R)-3-hydroxy-2-methylpropyl]-2',3'-dihydrospiro[cyclohexane-1,1'-indene]-4-carboxylic acid methyl ester COC(=O)C1(CCC2(C(CC3=CC(=C(C=C23)O)O)C[C@H](CO)C)CC1)NC1=CC(=CC=C1)Cl